5-(4-(tert-butoxycarbonyl)-piperazin-1-yl)pentanoic acid C(C)(C)(C)OC(=O)N1CCN(CC1)CCCCC(=O)O